ONC(=O)C1=NC=C(C=N1)NC=1OC=C(N1)C1=CC=C(C=C1)C(F)(F)F N-hydroxy-5-((4-[4-(trifluoromethyl)phenyl]-1,3-oxazol-2-yl)amino)pyrimidine-2-carboxamide